ClC=1C(=C(NC2=C(NC3=C2C(NCC3)=O)C3=C(C=NC=C3)OC[C@@H]3OCCOC3)C=CC1)C |r| Racemic-3-(3-chloro-2-methyl-anilino)-2-[3-(1,4-dioxan-2-ylmethoxy)-4-pyridinyl]-1,5,6,7-tetrahydropyrrolo[3,2-c]pyridin-4-one